cyclopropyl-formaldehyde hydrazone C1(CC1)C=NN